CN1N=CC(=C1)S(=O)(=O)C=1C=C2C=NN(C(C2=CC1)=O)CC1=NN(C=C1)C1OCCCC1 6-((1-methyl-1H-pyrazol-4-yl)sulfonyl)-2-((1-(tetrahydro-2H-pyran-2-yl)-1H-pyrazol-3-yl)methyl)phthalazin-1(2H)-one